C(CCC)(=O)OC/C(=C(/COC(C(C)C)=O)\Br)/Br (2E)-2,3-dibromo-4-[(2-methylpropionyl)oxy]but-2-en-1-yl butyrate